N-{(S)-1-carbonyl-1-{{(S)-1-carbonyl-3-[(S)-2-carbonylpyrrolidin-3-yl]propan-2-yl}amino}-3-cyclohexylpropan-2-yl}-benzothiophene-2-carboxamide C(=O)=C([C@H](CC1CCCCC1)NC(=O)C=1SC2=C(C1)C=CC=C2)N[C@H](C=C=O)C[C@H]2C(NCC2)=C=O